C(C)N1C(=NC=2C1=NC(=CC2)C=2C=CN1N=C(N=CC12)NC1CC2(COC2)C1)C 5-(3-ethyl-2-methyl-3H-imidazo[4,5-b]pyridin-5-yl)-N-(2-oxaspiro[3.3]heptan-6-yl)pyrrolo[2,1-f][1,2,4]triazin-2-amine